3-((1R,2S)-1-cyclopropyl-3-methoxy-2-methyl-3-oxopropyl)phenyl 5-((diisopropylamino)methyl)-4-(5-fluoro-2-methoxypyridin-4-yl)-2-methylbenzoate C(C)(C)N(C(C)C)CC=1C(=CC(=C(C(=O)OC2=CC(=CC=C2)[C@@H]([C@@H](C(=O)OC)C)C2CC2)C1)C)C1=CC(=NC=C1F)OC